2-(4-(4-amino-3-methyl-3H-pyrazolo[3,4-c]quinolin-7-yl)-1-methyl-1H-pyrazol-5-yl)-3-fluoro-1-naphthalenecarbonitrile NC1=NC=2C=C(C=CC2C2=C1N(N=C2)C)C=2C=NN(C2C2=C(C1=CC=CC=C1C=C2F)C#N)C